BrC1=C(N=C(S1)N(C(OC(C)(C)C)=O)C1CCCC1)C(F)(F)F tert-butyl N-[5-bromo-4-(trifluoromethyl) thiazol-2-yl]-N-cyclopentyl-carbamate